(rac)-tert-butyl [(3-amino-5-{4-[5-(2-chloro-5-fluoropyrimidin-4-yl)-2-fluorophenoxy]butoxy}benzyl)(methyl)oxido-λ6-sulfanylidene]carbamate NC=1C=C(C[S@](=O)(C)=NC(OC(C)(C)C)=O)C=C(C1)OCCCCOC1=C(C=CC(=C1)C1=NC(=NC=C1F)Cl)F |r|